ClC1=C(C=CC=C1NC(=O)C1=CC=C(C=N1)CN1[C@@H](CCCC1)C(=O)OC)C1=C(C(=CC=C1)NC(C1=NC=C(C=C1)C(OC)OC)=O)Cl methyl (S)-1-((6-((2,2'-dichloro-3'-(5-(dimethoxymethyl) picolinamido)-[1,1'-biphenyl]-3-yl)carbamoyl)pyridin-3-yl)methyl)piperidine-2-carboxylate